COC=1C=C(C=CC1)N1CCN(CC1)S(=O)(=O)C1=CC=C(C=C1)NC(NCC=1C=NC=CC1)=O 3-{4-[4-(3-methoxyphenyl)piperazine-1-sulfonyl]phenyl}-1-(pyridin-3-ylmethyl)urea